tert-butyl ((S)-2-((S)-6-chloro-3-oxo-3,4-dihydro-2H-benzo[b][1,4]oxazin-2-yl)-1-cyanoethyl)carbamate ClC1=CC2=C(O[C@H](C(N2)=O)C[C@@H](C#N)NC(OC(C)(C)C)=O)C=C1